C(C)OC(=O)C1CCNCC1 piperidine-4-carboxylic acid ethyl ester